1-methyl-N-[(1s,4s)-4-{[2-(trifluoromethyl)imidazo[1,2-a]pyridin-5-yl]amino}cyclohexyl]-1H-1,2,3-triazole-4-carboxamide CN1N=NC(=C1)C(=O)NC1CCC(CC1)NC1=CC=CC=2N1C=C(N2)C(F)(F)F